(S)-2-((((9H-fluoren-9-yl)methoxy)carbonyl)amino)-3-(1-(tert-butoxycarbonyl)-4-chloro-2-methyl-1H-indol-3-yl)propanoic acid C1=CC=CC=2C3=CC=CC=C3C(C12)COC(=O)N[C@H](C(=O)O)CC1=C(N(C2=CC=CC(=C12)Cl)C(=O)OC(C)(C)C)C